OC(C)(C)C1=C(C=C(C=C1)C1=NNC(OC1)=O)C(F)(F)F 5-[4-(2-hydroxy-propan-2-yl)-3-(trifluoromethyl)phenyl]-3,6-dihydro-2H-1,3,4-oxadiazin-2-one